FC1=C(C=CC=C1)C(=CC(=O)O)C1=C(C=CC(=C1)C)OCOC 3-(2-fluorophenyl)-3-(2-methoxymethoxy-5-methyl-phenyl)-acrylic acid